Neopentyltin trichloride C(C(C)(C)C)[Sn](Cl)(Cl)Cl